ethyl-(5-methyl-1H-1,2,4-triazol-3-yl)methanol C(C)C(O)C1=NNC(=N1)C